COC(=O)OC1=CC=C(C=C1)[S+](C)CC1=CC=CC=C1 4-(methoxycarbonyloxy)phenyl-benzyl-methylsulfonium